Bisacryl-phosphine C(=O)(C=C)PC(=O)C=C